1-(5-hydroxy-1-methyl-3-(trifluoromethyl)-1H-pyrazol-4-yl)-2-(2,4,6-trichlorophenoxy)ethan-1-one OC1=C(C(=NN1C)C(F)(F)F)C(COC1=C(C=C(C=C1Cl)Cl)Cl)=O